sec-butyl isocyanate C(C)(CC)N=C=O